tert-Butyl (2R)-2-methyl-4-(2-oxo-3H-1,3-benzoxazol-6-yl)piperidine-1-carboxylate C[C@H]1N(CCC(C1)C1=CC2=C(NC(O2)=O)C=C1)C(=O)OC(C)(C)C